ClC=1N=NC(=CC1N1N=C(C=C1C)C(=O)O)Cl 1-(3,6-dichloropyridazine-4-yl)-5-methyl-1H-pyrazole-3-carboxylic acid